NC1=C(C(=NN1C(C)C)C1=NC=C(C=C1)CC(NC1=CC(=CC=C1)C(F)(F)F)=O)C(=O)N 5-amino-1-isopropyl-3-[5-[2-oxo-2-[3-(trifluoromethyl)anilino]ethyl]-2-pyridyl]pyrazole-4-carboxamide